14-methylidene-8,11-diazatetracyclo[8.3.3.01,9.02,7]-hexadeca-2(7),3,5,8-tetraene C=C1C23C=4C=CC=CC4N=C2C(NCC3)CC1